N-hydroxy-2-methyl-2-(methylsulfonyl)-4-(4-(4-(thien-2-ylethynyl)phenyl)-3,6-dihydropyridin-1(2H)-yl)butanamide ONC(C(CCN1CCC(=CC1)C1=CC=C(C=C1)C#CC=1SC=CC1)(S(=O)(=O)C)C)=O